N-vinyl-capramide C(=C)NC(=O)CCCCCCCCC